ethyl 8-bromo-3-(1,1,2,2,2-pentafluoroethyl)imidazo[1,2-a]pyridine-2-carboxylate BrC=1C=2N(C=CC1)C(=C(N2)C(=O)OCC)C(C(F)(F)F)(F)F